1-((3aR,5s,6aS)-5-(4-((4-([1,2,4]triazolo[1,5-a]pyridin-7-yloxy)-2-fluoro-5-methylphenyl)amino)pyrido[3,2-d]pyrimidin-6-yl)hexahydrocyclopenta[c]pyrrol-2(1H)-yl)prop-2-en-1-one N=1C=NN2C1C=C(C=C2)OC2=CC(=C(C=C2C)NC=2C1=C(N=CN2)C=CC(=N1)C1C[C@@H]2[C@@H](CN(C2)C(C=C)=O)C1)F